2-Ethyl-N-(2-(2-morpholinoethoxy)ethyl)-4-((3-(3-(trifluoromethyl)-1H-pyrazol-4-yl)imidazo[1,2-a]pyrazin-8-yl)amino)benzamide C(C)C1=C(C(=O)NCCOCCN2CCOCC2)C=CC(=C1)NC=1C=2N(C=CN1)C(=CN2)C=2C(=NNC2)C(F)(F)F